Cl.FC(C(=O)OC(C(F)(F)F)=O)(F)F trifluoroacetic acid anhydride HCl